bis(2,6-di-t-butyl-4-methylphenyl)pentaerythritol diphosphonite P(O)OPO.C(C)(C)(C)C1=C(C(=CC(=C1)C)C(C)(C)C)C(O)(C(CO)(CO)CO)C1=C(C=C(C=C1C(C)(C)C)C)C(C)(C)C